CN(C)CC=1NC2=CC=CC=C2C(C1)=O 2-((dimethylamino)methyl)quinolin-4(1H)-one